CC\C=C\CC Trans-3-Hexene